[K+].B(OC(=C(F)F)F)([O-])[O-].[K+] Trifluorovinyl borate potassium salt